bis(2,4-epoxycyclohexyl) ether C1(C2CC(CC1)O2)OC2C1CC(CC2)O1